ClC=1C(=CC(=NC1)OC)C1=CC(=NN1)C(=O)N1CCC(CC1)C(=O)NC1CC(CCC1)(F)F 1-(5-(5-chloro-2-methoxypyridin-4-yl)-1H-pyrazole-3-carbonyl)-N-(3,3-difluorocyclohexyl)piperidine-4-carboxamide